C1(CC1)[C@@H]1C[C@H](N(CC1)CC1=C2C=CN(C2=C(C=C1OC)C)C(=O)OC(C)(C)C)C1=CC(=C(C=C1)C(=O)OC)F tert-butyl 4-{[(2S,4S)-4-cyclopropyl-2-(3-fluoro-4-(methoxycarbonyl)phenyl)piperidin-1-yl]methyl}-5-methoxy-7-methyl-1H-indole-1-carboxylate